(Z)-1-(2-chloro-5-fluorophenyl)-N-((5-(difluoromethyl)-1-methyl-1H-pyrazole-3-carbonyl)oxy)cyclopropane-1-carboximidamide ClC1=C(C=C(C=C1)F)C1(CC1)/C(/NOC(=O)C1=NN(C(=C1)C(F)F)C)=N/[H]